(R)-7-(5-(1-(2,2-difluoro-1-(4-fluorophenyl)propyl)-1H-pyrazol-4-yl)-2,3-difluorophenyl)-[1,2,4]triazolo[1,5-a]pyridin-2-amine FC([C@@H](C1=CC=C(C=C1)F)N1N=CC(=C1)C=1C=C(C(=C(C1)C1=CC=2N(C=C1)N=C(N2)N)F)F)(C)F